BrC=1C=C(C=2N(C1)C(=C(N2)C(CO)C)C)F 2-(6-bromo-8-fluoro-3-methylimidazo[1,2-a]pyridin-2-yl)propanol